((3S,7aS)-3-(((tert-butyldimethylsilyl)oxy)methyl)tetrahydro-1H-pyrrolizin-7a(5H)-yl)methanol [Si](C)(C)(C(C)(C)C)OC[C@@H]1CC[C@@]2(CCCN12)CO